BrC=1SC(=C(N1)CC)C(=O)NCC1=NC=C(C=C1F)F 2-Bromo-N-[(3,5-difluoropyridin-2-yl)methyl]-4-ethyl-1,3-thiazole-5-carboxamide